N-((3S,4S)-3-fluoropiperidin-4-yl)-2,2-dimethyl-3-((3-(trifluoromethoxy)pyridin-2-yl)oxy)propanamide F[C@H]1CNCC[C@@H]1NC(C(COC1=NC=CC=C1OC(F)(F)F)(C)C)=O